4-(17-amino-3,6,9,12,15-pentaoxaheptadecyl)-2-methyl-N1-(5-methylthiazol-2-yl)terephthalamide NCCOCCOCCOCCOCCOCCC1(CC(=C(C(=O)NC=2SC(=CN2)C)C=C1)C)C(=O)N